(S)-1-amino-2-(1-(tert-butoxycarbonyl)piperidin-2-yl)-4-(4-((4-methoxypyridin-2-yl)carbamoyl)phenyl)-1H-imidazole-5-carboxylic acid NN1C(=NC(=C1C(=O)O)C1=CC=C(C=C1)C(NC1=NC=CC(=C1)OC)=O)[C@H]1N(CCCC1)C(=O)OC(C)(C)C